(2-hydrazinopyridin-6-yl)methanol N(N)C1=NC(=CC=C1)CO